P(=O)(OC[N+]1=C(C(=CC=C1)C1=CC(=NO1)CC=1C=NC(=CC1)OCC1=CC=C(C=C1)F)N)(O)[O-] (2-amino-3-(3-((6-((4-fluorobenzyl)oxy)pyridin-3-yl)methyl)isoxazol-5-yl)pyridin-1-ium-1-yl)methyl hydrogen phosphate